4-piperidone hydrobromide salt Br.N1CCC(CC1)=O